C(C1CO1)OCCC[Si](OCCC)(OCCC)OCCC (3-glycidyloxypropyl)tripropoxysilane